FC=1C(=NC=CC1)CNC1=NC=CC2=C1N=C(O2)CCI N-((3-fluoropyridin-2-yl)methyl)-2-(2-iodoethyl)oxazolo[4,5-c]pyridin-4-amine